CC(CS(=O)(=O)O)=C 2-methyl-2-propenyl-sulfonic acid